ClC1=CC=C(C=N1)CC(=O)OC Methyl (6-chloropyridin-3-yl)acetate